3-[4-amino-5-(trifluoromethyl)pyrrolo[2,1-f][1,2,4]triazin-7-yl]-N-[(3R,4S)-1-(3,4-difluorobenzoyl)-4-fluoropyrrolidin-3-yl]benzamide NC1=NC=NN2C1=C(C=C2C=2C=C(C(=O)N[C@@H]1CN(C[C@@H]1F)C(C1=CC(=C(C=C1)F)F)=O)C=CC2)C(F)(F)F